5-[({1-[2-Fluoro-4-(trifluoromethoxy)phenyl]cyclopropyl}carbonyl)amino]-2-[6-(trifluoromethyl)pyridin-3-yl]benzoic acid FC1=C(C=CC(=C1)OC(F)(F)F)C1(CC1)C(=O)NC=1C=CC(=C(C(=O)O)C1)C=1C=NC(=CC1)C(F)(F)F